C(C=C)(=O)OC(C)S(=O)(=O)O acryloyloxyethanesulfonic acid